ClC=1C(=NC=NC1)NC1=C(C=CC=C1)P(=O)(C)C 5-chloro-4-((2-(dimethylphosphoryl)phenyl)amino)pyrimidine